tert-Butyl 4-acryloyl-2-methylpiperazine-1-carboxylate C(C=C)(=O)N1CC(N(CC1)C(=O)OC(C)(C)C)C